C(C)(C)(C)OC(=O)N1C[C@H]([C@@H](CC1)NC1=NN2C(C=N1)=C(C(=C2C(C)C)I)F)F (3R,4R)-3-fluoro-4-({5-fluoro-6-iodo-7-isopropylpyrrolo[2,1-f][1,2,4]triazin-2-yl}amino)piperidine-1-carboxylic acid tert-butyl ester